Zinc Carbodiimide N=C=N.[Zn]